COC1=CC=C(CN2N=CC(=C2)C=2C=C(C=3N(C2)N=CC3C#N)C=3C=NC(=CC3)N3CCNCC3)C=C1 6-(1-(4-methoxybenzyl)-1H-pyrazol-4-yl)-4-(6-(piperazin-1-yl)pyridin-3-yl)pyrazolo[1,5-a]pyridine-3-carbonitrile